ethyl-3-nitro-1H-pyrazole-5-carboxylate C(C)OC(=O)C1=CC(=NN1)[N+](=O)[O-]